O=C1N2[C@@H](C=CC2=CC(C1)=O)C(=O)OC methyl (3S)-5,7-dioxoindolizine-3-carboxylate